(7S,8S,9S)-2,3-Dimethyl-8-hydroxy-7-methoxy-9-phenyl-7,8,9,10-tetrahydro-imidazo[1,2-h][1,7]naphthyridine CC=1N=C2N(C=CC=3[C@@H]([C@H]([C@@H](NC23)C2=CC=CC=C2)O)OC)C1C